N[C@H]1CN(C[C@@H](C1)F)C(=O)C1=CC2=C(N(C(=N2)C2=CC=3C(=NC(=CC3)C3=CC=C4C=CC(=NC4=C3)O)N2CC2CC2)C)C(=C1)OC 7-(2-{5-[(3R,5R)-3-amino-5-fluoropiperidine-1-carbonyl]-7-methoxy-1-methyl-1H-1,3-benzodiazol-2-yl}-1-(cyclopropylmethyl)-1H-pyrrolo[2,3-b]pyridin-6-yl)quinolin-2-ol